FC1=CC=C(C=C1)CC(=O)N(C)OC (4-fluorophenyl)-N-methoxy-N-methylacetamide